C(#N)C=1C=C2C(=NC1)N(C=C2)C2=NC=C(C(=O)NC1CCN(CC1)CC1=CC(=CC=C1)C1C(NC(CC1)=O)=O)C(=C2)NC(C)C 6-(5-cyano-1H-pyrrolo[2,3-b]pyridin-1-yl)-N-(1-(3-(2,6-dioxopiperidin-3-yl)benzyl)piperidin-4-yl)-4-(isopropylamino)nicotinamide